7-(5-fluoroindolin-1-yl)thiazolo[5,4-d]pyrimidine-2-carboxylic acid FC=1C=C2CCN(C2=CC1)C=1C2=C(N=CN1)SC(=N2)C(=O)O